tetramethyldiisopropylamine CC(C(C)(NC(C)C)C)(C)C